(E)-9-cyclopentyl-tetracyclo[6.2.1.13,6.02,7]dodec-4-ene C1(CCCC1)C1C2C3C4C=CC(C3C(C1)C2)C4